Cl.N1N=C(C=C1)C=1C=C(C=CC1C#N)C1=CC=C(C=C1)C(F)(F)F 3-(1H-pyrazol-3-yl)-4'-(trifluoromethyl)-[1,1'-biphenyl]-4-carbonitrile hydrochloride